fluoro-5-(trifluoromethyl)-2H-indazol FN1N=C2C=CC(=CC2=C1)C(F)(F)F